methyl-3-hexenoic acid CC(C(=O)O)C=CCC